Diethylhexyl adipate (Bis(2-ethylhexyl) adipate) C(C)C(CC(C(=O)O)(CCCC(=O)O)CC(CCCC)CC)CCCC.C(CCCCC(=O)O)(=O)OC(CCCCC)(CC)CC